z-butane CCCC